The molecule is a steroid saponin that is the monosaccharide derivative of the 19-norwithanolide. It has been isolated from the aerial parts of Physalis longifolia. It has a role as a metabolite and a plant metabolite. It is a beta-D-glucoside, a delta-lactone, a 3beta-hydroxy steroid, a monosaccharide derivative and a steroid saponin. CC1=C(C[C@@H](OC1=O)[C@@H](C)[C@H]2CC[C@@H]3[C@@]2(CC[C@H]4[C@H]3CCC5=C4C(=O)C[C@@H](C5)O)C)CO[C@H]6[C@@H]([C@H]([C@@H]([C@H](O6)CO)O)O)O